IC1=C(OC2=C(C=CC(=C2)C(C)C)NC(C)=O)C=C(C=C1)C(C)C N-(2-(2-iodo-5-isopropylphenoxy)-4-isopropylphenyl)acetamide